ClC1=CC2=C(NC(=N2)O)C=C1Cl 5,6-dichloro-1H-benzo[d]imidazol-2-ol